ClC=1C(=NN2C1C(NCC2)=O)C2=C1C(=NC=C2)C=CN1C(=O)OC(C)(C)C tert-butyl 7-{3-chloro-4-oxo-5H,6H,7H-pyrazolo[1,5-a]pyrazin-2-yl}pyrrolo[3,2-b]pyridine-1-carboxylate